C12CN(CC(O1)C2)C=2SC1=C(N2)C=CC(=C1C(=O)N[C@@H]1[C@H]2CC[C@@H]([C@@H]1C(NC1=CC(=C(C=C1)F)C(F)(F)F)=O)C2)OC 2-(6-Oxa-3-azabicyclo[3.1.1]heptan-3-yl)-N-((1S,2R,3S,4R)-3-((4-fluoro-3-(trifluoromethyl)phenyl)carbamoyl)bicyclo[2.2.1]heptan-2-yl)-6-methoxybenzo[d]thiazole-7-carboxamide